(E)-N-(3-methyl-4-(4,4,5,5-tetramethyl-1,3,2-dioxaborolan-2-yl)phenyl)but-2-enamide CC=1C=C(C=CC1B1OC(C(O1)(C)C)(C)C)NC(\C=C\C)=O